N2-(3,3-difluorocyclopentyl)-N4-(2-(trifluoromethyl)pyridin-4-yl)-6-(4-(trifluoromethyl)thiazol-2-yl)-1,3,5-triazine-2,4-diamine FC1(CC(CC1)NC1=NC(=NC(=N1)NC1=CC(=NC=C1)C(F)(F)F)C=1SC=C(N1)C(F)(F)F)F